O=C1NC(CCC1N1C(C2=CC=CC(=C2C1=O)NCCOCCOCCOCCC(=O)N1CCN(CC1)C(=O)C=1C=C2C=CC(=CC2=CC1)CCNC1=CC=NC2=CC=C(C=C12)C#N)=O)=O 4-[2-[6-[4-[3-[2-[2-[2-[[2-(2,6-dioxo-3-piperidyl)-1,3-dioxo-isoindolin-4-yl]amino]ethoxy]ethoxy]ethoxy]propanoyl]piperazine-1-carbonyl]-2-naphthyl]ethylamino]quinoline-6-carbonitrile